N1[C@@H](CC1)CO [(2S)-azetidin-2-yl]methanol